(3S,4R)-3-[(5-{4-[(5-chloropyrazin-2-yl)oxy]phenyl}-1,3,4-oxadiazol-2-yl)amino]-4-(2,6-difluoro-4-methoxyphenyl)pyrrolidin-2-one ClC=1N=CC(=NC1)OC1=CC=C(C=C1)C1=NN=C(O1)N[C@@H]1C(NC[C@H]1C1=C(C=C(C=C1F)OC)F)=O